1-(4-((3-CHLORO-1H-PYRROLO[2,3-B]PYRIDIN-4-YL)OXY)-2-FLUOROPHENYL)-3-(3-(DIFLUOROMETHYL)-4-((4-ETHYLPIPERAZIN-1-YL)METHYL)PHENYL)UREA ClC1=CNC2=NC=CC(=C21)OC2=CC(=C(C=C2)NC(=O)NC2=CC(=C(C=C2)CN2CCN(CC2)CC)C(F)F)F